[Na+].CC(C(S(=O)(=O)[O-])NC=O)(C)C dimethyl-formamidopropanesulfonic acid sodium salt